2-(3,5-dichloro-4-((3'-(difluoromethoxy)-6-hydroxy-[1,1'-biphenyl]-3-yl)methyl)phenyl)-5-hydroxy-1,2,4-triazin-3(2H)-one ClC=1C=C(C=C(C1CC=1C=C(C(=CC1)O)C1=CC(=CC=C1)OC(F)F)Cl)N1N=CC(=NC1=O)O